OC(CC(C(=O)O)CC(=O)CN)C.C(C(C)O)O propylene glycol (2-Hydroxypropyl-δ-aminolevulinate)